tert-butyl (2R)-6-(benzyloxy)-2-({[(2R)-butan-2-yl](tert-butoxycarbonyl)amino}methyl)-5-[(2-tert-butoxy-2-oxoethyl)(trifluoroacetyl)amino]-4-fluoro-2,3-dihydro-1H-indole-1-carboxylate C(C1=CC=CC=C1)OC1=C(C(=C2C[C@@H](N(C2=C1)C(=O)OC(C)(C)C)CN(C(=O)OC(C)(C)C)[C@H](C)CC)F)N(C(C(F)(F)F)=O)CC(=O)OC(C)(C)C